C(N)(=O)C1=CC(=NC2=C1N=CN=C2N[C@@H]2CN(CC[C@H]2F)C(=O)OC(C)(C)C)Cl tert-butyl (3R,4R)-3-({8-carbamoyl-6-chloropyrido[3,2-d]pyrimidin-4-yl}amino)-4-fluoropiperidine-1-carboxylate